C(CC(C)C)C=1C=C(N)C=CC1 3-isoamyl-aniline